Chloromethyl-trimethylammonium chloride [Cl-].ClC[N+](C)(C)C